1-Octyl-pyrrole bromide [Br-].C(CCCCCCC)N1C=CC=C1